FC1=CC=C(C=C1)N1N=C(C=C1S(=O)(=O)C)C(=O)N (4-fluorophenyl)-5-(methylsulfonyl)-1H-pyrazole-3-carboxamide